OC[C@@H]1N(C[C@@H]([C@H]([C@@H]1O)O)O)CCC1=CSC=C1 (2S,3R,4R,5S)-2-(hydroxymethyl)-1-(2-(thien-3-yl)ethyl)piperidine-3,4,5-triol